CC=1C(=NC(=CN1)\C=C\CC)CCC trans-3-methyl-2-(n-propyl)-6-(butenyl)pyrazine